3-(4-{[2-(morpholin-4-yl)-5-(trifluoromethyl)phenyl]sulfamoyl}phenyl)-1-(pyridin-3-ylmethyl)urea N1(CCOCC1)C1=C(C=C(C=C1)C(F)(F)F)NS(=O)(=O)C1=CC=C(C=C1)NC(NCC=1C=NC=CC1)=O